FC1=C(C=C(C=C1)F)B(C1=C(C=CC(=C1)F)F)C1=C(C=CC(=C1)F)F tris(2,5-difluorophenyl)borane